C(C1=CC=CC=C1)OC(C(F)(F)C=1NN=C2C1CN([C@@H](C2)C)C(=O)OC(C)(C)C)CCCOCC2=CC=CC=C2 tert-Butyl (6R)-3-[2,5-bis(benzyloxy)-1,1-difluoropentyl]-6-methyl-2,4,6,7-tetrahydro-5H-pyrazolo[4,3-c]pyridine-5-carboxylate